CC1=C(C=C(C=C1)NC(=O)C1C2N(CC1CC2)C(=O)OCCCC)C2=NC=CC=C2 butyl 7-((4-methyl-3-(pyridin-2-yl)phenyl)carbamoyl)-2-azabicyclo[2.2.1]heptane-2-carboxylate